N(=[N+]=[N-])C1=C(C=C(C=O)C=C1)C(F)(F)F 4-azido-3-trifluoromethyl-benzaldehyde